3,4-dipropoxypyrrole C(CC)OC1=CNC=C1OCCC